5-(imidazo[1,2-b]pyridazin-6-yl)-2-{6-[(2,2,6,6-tetramethylpiperidin-4-yl)oxy]pyridazin-3-yl}pyridin-3-ol N=1C=CN2N=C(C=CC21)C=2C=C(C(=NC2)C=2N=NC(=CC2)OC2CC(NC(C2)(C)C)(C)C)O